(4aS,11aR,12aS)-7-Butoxy-3-carbamoyl-1,10-bis(dimethylamino)-2,4a-dihydroxy-4,6-dioxo-1,4a,11,11a,12,12a-hexahydro-5-naphthacenyl acetate C(C)(=O)OC=1[C@@]2(C(C(=C(C([C@@H]2C[C@@H]2CC3=C(C=CC(=C3C(C12)=O)OCCCC)N(C)C)N(C)C)O)C(N)=O)=O)O